((1-(ethylsulfonyl)-2,3-dihydro-1H-inden-4-yl)oxy)-2-((2-fluoro-4-iodophenyl)amino)-1-methyl-6-oxo-1,6-dihydropyridine-3-carboxamide C(C)S(=O)(=O)C1CCC2=C(C=CC=C12)OC=1C(=C(N(C(C1)=O)C)NC1=C(C=C(C=C1)I)F)C(=O)N